FC1=C(C=CC(=C1)OC(F)(F)F)[N+](=O)[O-] 2-fluoro-1-nitro-4-(trifluoromethoxy)benzene